C1(=C(C=CC=C1)C=1C(=C2C(=CC1)N=C1C=CC3=C4C=CC=CC4=NC3=C12)C1=NC2=CC=CC=C2C(=N1)C1=CC=CC=C1)C=1C(=CC=CC1)C1=CC=CC=C1 (terphenylyl)(phenylquinazolinyl)indolocarbazole